COC(=O)C1=CC=C(C=N1)N1CCC(CC1)C1CCN(CC1)C(=O)OC(C)(C)C tert-butyl 1'-(6-(methoxycarbonyl)pyridin-3-yl)-[4,4-bipiperidine]-1-carboxylate